[N+](=O)([O-])C1=C(C=CC(=C1)[N+](=O)[O-])N1CC(=CC=C1)C1=CC=CC=C1 N-(2,4-dinitrophenyl)-3-phenylpyridine